COC=1C=C2C(=C3C(=NC2=CC1C#N)CCCCCC3)NC3CCN(CC3)C 2-methoxy-12-[(1-methylpiperidin-4-yl)amino]-6H,7H,8H,9H,10H,11H-cycloocta[b]quinoline-3-carbonitrile